OC1(COC2(C1)CC(C(C(C2)(C)C)=O)C#N)C=2C=NC=CC2 3-hydroxy-9,9-dimethyl-8-oxo-3-(pyridin-3-yl)-1-oxaspiro[4.5]decane-7-carbonitrile